N-(8-methoxy-4-methyl-2-oxo-1H-quinolin-6-yl)-2-(3-oxa-8-azabicyclo[3.2.1]oct-8-yl)-5,7-dihydrofuro[3,4-b]pyridine-3-carboxamide COC=1C=C(C=C2C(=CC(NC12)=O)C)NC(=O)C=1C=C2C(=NC1N1C3COCC1CC3)COC2